6-chloro-1-(4-(4-(trifluoromethyl)-1-((2-(trimethylsilyl)ethoxy)methyl)-1H-imidazol-2-yl)benzyl)-1H-pyrazolo[3,4-d]pyrimidine ClC1=NC=C2C(=N1)N(N=C2)CC2=CC=C(C=C2)C=2N(C=C(N2)C(F)(F)F)COCC[Si](C)(C)C